CC1=CC=2C(=NC(=CC2)C#N)S1 2-methylthieno[2,3-b]pyridine-6-carbonitrile